CCCCCCCCCCCCCCCCCOCC(=O)COP(=O)([O-])[O-] The molecule is a 1-alkylglycerone 3-phosphate(2-) obtained by deprotonation of the phosphate OH groups of 1-heptadecylglycerone 3-phosphate; major species at pH 7.3. It is a conjugate base of a 1-heptadecylglycerone 3-phosphate.